CC1(CCN(C(=C1)OS(=O)(=O)C(F)(F)F)C(=O)OC(C)(C)C)C tert-butyl 4,4-dimethyl-6-(trifluoromethylsulfonyloxy)-2,3-dihydropyridine-1-carboxylate